4-bromoindolin-2-one BrC1=C2CC(NC2=CC=C1)=O